4,4-dimethyl-cyclohexanone CC1(CCC(CC1)=O)C